tert-butyl N-[(1R)-1-(2-ethylsulfanyl-3-iodo-6-methyl-4-oxo-chromen-8-yl)ethyl]carbamate C(C)SC=1OC2=C(C=C(C=C2C(C1I)=O)C)[C@@H](C)NC(OC(C)(C)C)=O